1-(4-(3,4-dichlorophenyl)-5-(isopropylsulfanyl)thiazol-2-yl)-4-(2-methoxyphenyl)-3-methyl-1H-pyrazole-5-carboxylic acid ClC=1C=C(C=CC1Cl)C=1N=C(SC1SC(C)C)N1N=C(C(=C1C(=O)O)C1=C(C=CC=C1)OC)C